C(#N)C[C@H](C1=CC=C(C=C1)S(=O)(=O)CC)NC(C1=CC=C(C=C1)N1[C@@H](CC[C@@H](C1)C1=CC=C(C=C1)C(F)(F)F)COC(CC)(F)F)=O N-((R)-2-cyano-1-(4-(ethylsulfonyl)phenyl)ethyl)-4-((2S,5R)-2-((1,1-difluoropropoxy)methyl)-5-(4-(trifluoromethyl)phenyl)piperidin-1-yl)benzamide